CC1=C2N=CC=NC2=CC=C1N1C=NC(=C1)C1=NC(=NC=C1C(F)(F)F)NC1CCN(CC1)S(=O)(=O)C (1-(5-methylquinoxalin-6-yl)-1H-imidazol-4-yl)-N-(1-(methylsulfonyl)piperidin-4-yl)-5-(trifluoromethyl)pyrimidin-2-amine